2-((1-(tert-butoxycarbonyl)-4-phenylpiperidin-4-yl)oxy)acetic acid C(C)(C)(C)OC(=O)N1CCC(CC1)(C1=CC=CC=C1)OCC(=O)O